ClC1=CC=C(C=C1)C=1C=C2C(=NC1)NC(N2CC(=O)NC)=O 2-[6-(4-chlorophenyl)-2-oxo-3H-imidazo[4,5-b]pyridin-1-yl]-N-methyl-acetamide